O[C@@H](CC[C@@H](C)[C@@H]1[C@]2(CC[C@@H]3[C@]4(CC[C@@](CC4=CC[C@H]3[C@@H]2CCC1)(O)C)C)C)C(C)C (2S,4aR,4bS,6aR,7R,10aS,10bS)-7-((2R,5S)-5-hydroxy-6-methylheptan-2-yl)-2,4a,6a-trimethyl-1,2,3,4,4a,4b,5,6,6a,7,8,9,10,10a,10b,11-hexadecahydrochrysen-2-ol